BrC1=C(C=CC(=N1)NC(=O)NC(C)(C)C)C 1-(6-Bromo-5-methylpyridin-2-yl)-3-(tert-butyl)urea